N-[(1S)-1-[2-(5-bromopyrimidin-2-yl)-5-methoxy-1,2,4-triazol-3-yl]ethyl]-8-cyclopropyl-6-(difluoromethyl)quinazolin-4-amine BrC=1C=NC(=NC1)N1N=C(N=C1[C@H](C)NC1=NC=NC2=C(C=C(C=C12)C(F)F)C1CC1)OC